COC1=NC=C(C=N1)N(C(=O)NC1=NC(=C(C(=C1)F)F)F)CC1=NN(C(=C1)C(F)(F)F)C1OCCCC1 1-(2-methoxypyrimidin-5-yl)-1-((1-(tetrahydro-2H-pyran-2-yl)-5-(trifluoromethyl)-1H-pyrazol-3-yl)methyl)-3-(4,5,6-trifluoropyridin-2-yl)urea